FC(CC)(F)N1N=CC=2C=NC(=CC21)C(=O)N[C@H]2COC1=C(N(C2=O)C)C=CC=C1 1-(1,1-difluoropropyl)-N-[(3S)-5-methyl-4-oxo-2,3-dihydro-1,5-benzoxazepin-3-yl]pyrazolo[4,3-c]pyridine-6-carboxamide